trans-1-vinylphenyl-3,5-bis(trifluoromethyl)benzene lithium anilinesulfonate N(C1=CC=CC=C1)S(=O)(=O)[O-].[Li+].C(=C)C1(CC=CC=C1)C1=CC(=CC(=C1)C(F)(F)F)C(F)(F)F